ClC1=NC=2C=NC(=NC2N(C1=O)C1=CC=C(C=C1)OC(F)F)NC1CC1 6-chloro-2-(cyclopropylamino)-8-(4-(difluoromethoxy)phenyl)pteridine-7(8H)-one